Iron (II) persulfate S(=O)(=O)([O-])OOS(=O)(=O)[O-].[Fe+2]